Morpholine-4-carboxylic acid [5-(6-chloro-3-cyano-1-methyl-1H-indol-2-yl)-pyridin-3-ylmethyl]-amide ClC1=CC=C2C(=C(N(C2=C1)C)C=1C=C(C=NC1)CNC(=O)N1CCOCC1)C#N